2-methyl-N-{5H,6H,7H,8H-pyrido[3,4-d]pyrimidin-2-yl}-2,3-dihydro-1H-isoindol-5-amine CN1CC2=CC=C(C=C2C1)NC=1N=CC2=C(N1)CNCC2